C(C1CO1)OC(CC)[Si](OCC)(OCC)OCC α-glycidoxypropyl-Triethoxysilane